Cl.N[C@@H]1CN(CC1)C(=O)C=1C(=NC(=CC1C)C(F)(F)F)Cl (S)-(3-aminopyrrolidin-1-yl)(2-chloro-4-methyl-6-(trifluoromethyl)pyridin-3-yl)methanone hydrochloride